Trans-4-(trifluoromethyl)cyclohexane-1-carbonyl chloride FC([C@@H]1CC[C@H](CC1)C(=O)Cl)(F)F